1-methyl-5-(2-chlorophenylamino)-1,5-dihydro-4H-pyrazolo[3,4-d]pyrimidin-4-one CN1N=CC2=C1N=CN(C2=O)NC2=C(C=CC=C2)Cl